CC1=NNC2=NC=NC=C21 methylpyrazolo[3,4-d]pyrimidin